ClC=1C=C(C=C(C1)SCC)NC(=O)C=1SC(=C(C1)C1=NC=C(C=C1C)C(F)(F)F)C N-(3-chloro-5-(ethylsulfanyl)phenyl)-5-methyl-4-(3-methyl-5-(trifluoromethyl)pyridin-2-yl)thiophene-2-carboxamide